2-({[2-(2-Methylbiphenyl-3-yl)imidazo[1,2-b]pyridazin-6-yl]methyl}amino)ethanol CC1=C(C=CC=C1C=1N=C2N(N=C(C=C2)CNCCO)C1)C1=CC=CC=C1